C(C)(C)(C)NC(C(C=1NC=CC1)N(C(=O)C=1N=C(SC1)C#C)C1=CC=C(C=C1)C1=CN=CO1)=O N-(2-(tert-butylamino)-2-oxo-1-(1H-pyrrol-2-yl)ethyl)-2-ethynyl-N-(4-(oxazol-5-yl)phenyl)thiazole-4-carboxamide